ClC=1C=CC(=C(C1)OB(O)O)OC (5-chloro-2-methoxyphenyl)boric acid